N-(6-amino-5-methyl-3-pyridyl)-2-[(2R,5S)-5-methyl-2-(2-oxo-4-piperidyl)-1-piperidyl]-2-oxo-acetamide NC1=C(C=C(C=N1)NC(C(=O)N1[C@H](CC[C@@H](C1)C)C1CC(NCC1)=O)=O)C